CN([C@@H]1C[C@H](C1)N)C trans-N1,N1-dimethylcyclobutane-1,3-diamine